(1S,2S,3R,4S,5S)-1-(hydroxymethyl)-5-((6-((2-nitro-4-(2H-1,2,3-triazol-2-yl)phenyl)amino)hexyl)amino)cyclohexane-1,2,3,4-tetraol OC[C@@]1([C@H]([C@@H]([C@H]([C@H](C1)NCCCCCCNC1=C(C=C(C=C1)N1N=CC=N1)[N+](=O)[O-])O)O)O)O